3-chloromethyl-2,2-dimethyl-cyclopropanecarboxylic acid ethyl ester C(C)OC(=O)C1C(C1CCl)(C)C